gallium tris[8-hydroxyquinoline] OC=1C=CC=C2C=CC=NC12.OC=1C=CC=C2C=CC=NC12.OC=1C=CC=C2C=CC=NC12.[Ga]